ammonium bicarbonate C([O-])(O)=O.[NH4+]